C1(=CCCCC1)C=1C(=NN2C1N=C(C(=C2OC)C2=CC=C(C=C2)OC)N2CSC=N2)C2=CC=CC=C2 N-(3-(cyclohex-1-en-1-yl)-7-methoxy-6-(4-methoxyphenyl)-2-phenylpyrazolo[1,5-a]pyrimidin-5-yl)-1,3,4-thiadiazol